CCC(C)(C)[O-].[Na+] sodium tert-pentylate